1-methyl-5-(1,2,3,4-tetrahydroisoquinolin-1-yl)piperidin-2-one CN1C(CCC(C1)C1NCCC2=CC=CC=C12)=O